2-(5-{(1S)-1-[3,5-bis(trifluoromethyl)benzamido]ethyl}-3-methyl-1H-1,2,4-triazol-1-yl)-1,3-thiazole-5-carboxylic acid methyl ester COC(=O)C1=CN=C(S1)N1N=C(N=C1[C@H](C)NC(C1=CC(=CC(=C1)C(F)(F)F)C(F)(F)F)=O)C